FC(C(=O)NC1=C(C=C(C=C1)OC(F)(F)F)C)(F)F 2,2,2-trifluoro-N-(2-methyl-4-(trifluoromethoxy)phenyl)acetamide